NC[C@H]1CN(CC1)C1=NC2=C(N1CC1=CC=C(C#N)C=C1)C=CC=C2 (S)-4-((2-(3-(aminomethyl)pyrrolidin-1-yl)-1H-benzo[d]imidazol-1-yl)methyl)benzonitrile